ClC=1C=CC(=C(C1)C1=CC(=C(N1C)C)C(=O)N(CC1=C(C(=CC=C1)OC)C)C1=CC=C(C=C1)C#N)C(=O)N1CC2=CC=CC=C2C[C@H]1CN1CCOCC1 5-[5-chloro-2-[(3S)-3-(morpholinomethyl)-3,4-dihydro-1H-isoquinoline-2-carbonyl]phenyl]-N-(4-cyanophenyl)-N-[(3-methoxy-2-methyl-phenyl)methyl]-1,2-dimethyl-pyrrole-3-carboxamide